N-((2-methoxy-5-(3-methyltetra-hydrofuran-3-yl)phenyl)sulfonyl)-5-(1H-pyrazol-1-yl)quinoline-2-carboxamide COC1=C(C=C(C=C1)C1(COCC1)C)S(=O)(=O)NC(=O)C1=NC2=CC=CC(=C2C=C1)N1N=CC=C1